ClC1=CC=C(C=C1)C1=NN=NN1 5-(4-chlorophenyl)-1H-tetrazole